FC(C)(F)C1=CC=C(COC2=CC=CC(=N2)C2=CC(=C(CC3=NC4=C(N3CCOC)C=C(C=C4)C(=O)O)C=C2F)F)C=C1 2-(4-(6-((4-(1,1-difluoroethyl)benzyl)oxy)pyridin-2-yl)-2,5-difluorobenzyl)-1-(2-methoxyethyl)-1H-benzo[d]imidazole-6-carboxylic acid